FC=1C=CC2=C(N(C(=N2)N2C[C@@H]3[C@H](OCCN3)CC2)CC(=O)N(CC(F)(F)F)C)C1 2-(6-fluoro-2-((4aR,8aR)-hexahydro-2H-pyrido[4,3-b][1,4]oxazin-6(5H)-yl)-1H-benzo[d]imidazol-1-yl)-N-methyl-N-(2,2,2-trifluoroethyl)acetamide